benzyl (6R)-6-{[7-(methanesulfonyl)-2-(4-methoxyphenyl)[1,2,4]triazolo[1,5-c]quinazolin-5-yl]amino}-5-oxo-1,4-diazepane-1-carboxylate CS(=O)(=O)C1=CC=CC=2C=3N(C(=NC12)N[C@H]1C(NCCN(C1)C(=O)OCC1=CC=CC=C1)=O)N=C(N3)C3=CC=C(C=C3)OC